NC=1SC2=C(N1)C(=CC=C2F)C2=C(C=C1C(=NC(=NC1=C2F)OCC21CCCN1C[C@@H](C2)F)N2CCNCC(C2)O)Cl 1-(7-(2-amino-7-fluoro-benzo[d]thiazol-4-yl)-6-chloro-8-fluoro-2-(((2R)-2-fluorotetrahydro-1H-pyrrolizin-7a(5H)-yl)methoxy)-quinazolin-4-yl)-1,4-diazepan-6-ol